(S)-2-(3-aminoprop-1-yn-1-yl)-4-(4-(2-(4-(4-chlorophenyl)-2,3,9-trimethyl-6H-thieno[3,2-f][1,2,4]triazolo[4,3-a][1,4]diazepin-6-yl)acetamido)butanamido)benzoic acid hydrochloride Cl.NCC#CC1=C(C(=O)O)C=CC(=C1)NC(CCCNC(C[C@H]1C=2N(C3=C(C(=N1)C1=CC=C(C=C1)Cl)C(=C(S3)C)C)C(=NN2)C)=O)=O